N1(CCOCC1)C(CCCCCCCCCCCC=C)=O 1-(morpholin-4-yl)tetradec-13-en-1-one